OCCC1=CC=C(C=C1)NC(=O)C=1C=C(SC1)C(=O)NC1=CC(=CC=C1)NS(=O)(=O)C N4-(4-(2-hydroxyethyl)phenyl)-N2-(3-(methylsulfonamido)phenyl)thiophene-2,4-dicarboxamide